N-(5-(3-methyl-pyridin-2-yl)-4H-1,2,4-triazol-3-yl)pyridin-2-amine CC=1C(=NC=CC1)C=1NC(=NN1)NC1=NC=CC=C1